FC1=C2C=NN(C2=CC(=C1F)OC)C1=CC=C(C=C1)C1=CC(=CC=C1)OC 4,5-difluoro-6-methoxy-1-(3'-methoxy-[1,1'-biphenyl]-4-yl)-1H-indazole